FC=1C=C2C(=NC(=NC2=CC1)C)N1CC=2C=C(C=NC2CC1)C=1C=NC(=CC1)C(F)(F)F 6-fluoro-2-methyl-4-[3-[6-(trifluoromethyl)-3-pyridyl]-7,8-dihydro-5H-1,6-naphthyridin-6-yl]quinazoline